C(C1=CC=CC=C1)OC[C@H](C(=O)OC)N1CCOCC1 Methyl (R)-3-(benzyloxy)-2-morpholinopropanoate